C(C)N=C=N ethyl-carbodiimide